FC1=CC=C(C(=O)C=2C=NC(=NC2)N2CCN(CC2)C(=O)OC(C)(C)C)C=C1 tert-Butyl 4-(5-(4-fluorobenzoyl)pyrimidin-2-yl)piperazine-1-carboxylate